4-[4-[3-[2-(3-Hydroxyphenyl)phenyl]propanoyl]piperazin-1-yl]-N-(4-methoxyphenyl)benzamide OC=1C=C(C=CC1)C1=C(C=CC=C1)CCC(=O)N1CCN(CC1)C1=CC=C(C(=O)NC2=CC=C(C=C2)OC)C=C1